NC1=NC=C(C=C1OC=1C=C(C=CC1)NC(C1=CC(=CC=C1)OC(F)(F)F)=O)Cl N-(3-((2-amino-5-chloropyridin-3-yl)oxy)phenyl)-3-(trifluoro-methoxy)benzamide